(7R)-4-(5-{5-[(1R)-1-hydroxyethyl]-2-methylpyridin-4-yl}-1H-pyrazole-3-carbonyl)-N-[(1R,4R)-4-hydroxy-4-(trifluoromethyl)cyclohexyl]-4-azaspiro[2.5]octane-7-carboxamide O[C@H](C)C=1C(=CC(=NC1)C)C1=CC(=NN1)C(=O)N1C2(CC2)C[C@@H](CC1)C(=O)NC1CCC(CC1)(C(F)(F)F)O